CC=1N(C(C2=C(N1)C(=NC(=C2)[C@@H]2C[C@@H](OCC2)C=2C=NN(C2)C)C21CC(C2)(C1)C(F)(F)F)=O)C 2,3-dimethyl-6-[(2R,4S)-2-(1-methylpyrazol-4-yl)tetrahydropyran-4-yl]-8-[3-(trifluoromethyl)-1-bicyclo[1.1.1]pentanyl]pyrido[3,4-d]pyrimidin-4-one